N-(2-oxo-1,2-dihydropyridin-4-yl)-2-(4-(trifluoromethoxy)phenoxy)-4-(trifluoromethyl)benzamide O=C1NC=CC(=C1)NC(C1=C(C=C(C=C1)C(F)(F)F)OC1=CC=C(C=C1)OC(F)(F)F)=O